(2S)-2-[(2RS)-2-(6-bromo-7-fluoro-indazol-2-yl)-3-ethoxy-3-oxo-propionyl]pyrrolidine-1-carboxylic acid tert-butyl ester C(C)(C)(C)OC(=O)N1[C@@H](CCC1)C([C@H](C(=O)OCC)N1N=C2C(=C(C=CC2=C1)Br)F)=O |&1:13|